3-(((6-chloro-2-(trifluoromethyl)quinolin-4-yl)amino)methyl)-3-(4-fluorophenyl)azetidine-1-carboxamide ClC=1C=C2C(=CC(=NC2=CC1)C(F)(F)F)NCC1(CN(C1)C(=O)N)C1=CC=C(C=C1)F